P(=O)(OC1=CC=C2C(=CNC2=C1)CCN(CCC)CCC)([O-])[O-] 3-(2-(dipropylamino) ethyl)-1H-indol-6-yl phosphate